BrC1=CC=C(C=C1)C=1C2=CC=CC=C2C(=C2C=CC=CC12)C1=CC=C(C=C1)Br 9,10-bis(4-bromophenyl)anthracene